FC1=C(C=CC=C1)C1=CC=NC2=C1N=C(N=C2)NC=2C=NC(=CC2)N2CCOCC2 8-(2-fluorophenyl)-N-(6-morpholinylpyridin-3-yl)pyrido[3,2-d]pyrimidin-2-amine